1-chloro-4-(methylsulfinyl)benzene ClC1=CC=C(C=C1)S(=O)C